C1(CC1)C(C(C)(C)O)N1C(C2=C(C=C(C=C2C1)F)C1=CC=C(C=C1)C=1C=NN(C1)C)=O 2-(1-cyclopropyl-2-hydroxy-2-methylpropyl)-5-fluoro-7-(4-(1-methyl-1H-pyrazol-4-yl)phenyl)isoindolin-1-one